2,5-dihydroperoxy-2,5-dimethyl-hexane O(O)C(C)(CCC(C)(C)OO)C